2-methyl-1-(7-nitro-2,3-dihydro-4H-benzo[b][1,4]oxazin-4-yl)propan-2-ol CC(CN1C2=C(OCC1)C=C(C=C2)[N+](=O)[O-])(C)O